S(N)(OC)(=O)=O methyl sulphamate